S1C=NC2=C1C(=CC=C2)S(=O)(=O)CCC(=O)N2[C@H](CN(CC2)C=2C=CC(=NC2)C#N)C (S)-5-(4-(3-(benzo[d]thiazol-7-ylsulfonyl)propanoyl)-3-methylpiperazin-1-yl)picolinonitrile